FC(CCCC=O)(F)F 5,5,5-trifluoropentan-1-one